FC=1C=CC(=C(C(=O)N(C(C)C)C(C)C)C1)N1C(=C(C=2C1=CN=CC2)C(=O)[C@H]2C[C@@H](N(CC2)C(=O)[C@H]2N[C@@H](CC2)C)C)C |&1:27| 5-fluoro-N,N-diisopropyl-2-(2-methyl-3-((2S,4RS)-2-methyl-1-((2S,5R)-5-methylpyrrolidine-2-carbonyl)piperidine-4-carbonyl)-1H-pyrrolo[2,3-c]pyridin-1-yl)benzamide